5-methoxy-4-[(2-methoxyethyl)[(4-methoxyphenyl)methyl]amino]-6-oxopyran-2-carboxylic acid COC1=C(C=C(OC1=O)C(=O)O)N(CC1=CC=C(C=C1)OC)CCOC